N-((4-(3-(trifluoro-methyl)benzyl)-4,5,6,7-tetrahydropyrazolo[1,5-a]pyrimidin-6-yl)-methyl)methanesulfonamide FC(C=1C=C(CN2C=3N(CC(C2)CNS(=O)(=O)C)N=CC3)C=CC1)(F)F